CC1=NC(=NO1)C1=CC=C2C=CN=C(C2=C1)NCCN1CC2=CC(=CC=C2CC1)C(=O)OCC Ethyl 2-(2-((7-(5-methyl-1,2,4-oxadiazol-3-yl)isoquinolin-1-yl)amino)ethyl)-1,2,3,4-tetrahydroisoquinoline-7-carboxylate